2-(di(pyridine-2-yl)methylene)hydrazine N1=C(C=CC=C1)C(=NN)C1=NC=CC=C1